(Z)-5-(cyclopropanecarbonyl)-3-(1-((1-isopropyl-1H-pyrazol-4-yl)amino)propylidene)indolin-2-one C1(CC1)C(=O)C=1C=C2/C(/C(NC2=CC1)=O)=C(\CC)/NC=1C=NN(C1)C(C)C